4,7-Dichloro-6-(4-(2-ethyl-2,6-diazaspiro[3.5]nonan-6-yl)phenyl)-2H-indazol ClC=1C2=CNN=C2C(=C(C1)C1=CC=C(C=C1)N1CC2(CN(C2)CC)CCC1)Cl